{5-bromothieno[3,2-b]thiophen-2-yl}methanol BrC1=CC=2SC(=CC2S1)CO